butyl ((5-chloro-2,4-difluorophenyl)sulfonyl)(thiazol-4-yl)carbamate ClC=1C(=CC(=C(C1)S(=O)(=O)N(C(OCCCC)=O)C=1N=CSC1)F)F